16-(4-hydroxyphenyl)hexadecanoic acid OC1=CC=C(C=C1)CCCCCCCCCCCCCCCC(=O)O